C12CNCC(N1CC1CCC3(CCN(CC3)C(=O)C=3C=CC(=C(C3)N3CNCC=C3)Cl)CC1)C2 1-(5-(9-((3,6-diazabicyclo[3.1.1]hept-6-yl)methyl)-3-azaspiro[5.5]undec-3-carbonyl)-2-chlorophenyl)dihydropyrimidine